(2S)-2-amino-4-phosphonobutyric acid N[C@H](C(=O)O)CCP(=O)(O)O